6,8-dimethoxy-3,4-dihydroisoquinolin-1(2H)-one COC=1C=C2CCNC(C2=C(C1)OC)=O